NC1=C(C=2C(=NC(=C(N2)OCC2=CC=CC=C2)Br)N1C1=C(C(=CC=C1C)OC)C)C#N 6-amino-2-benzyloxy-3-bromo-5-(3-methoxy-2,6-dimethyl-phenyl)pyrrolo[2,3-b]Pyrazine-7-carbonitrile